NC1=NC(=C(C=C1C=1C=C2CCNC(C2=C(C1)F)=O)Br)F 6-(2-amino-5-bromo-6-fluoropyridin-3-yl)-8-fluoro-3,4-dihydroisoquinolin-1(2H)-one